6-((1-(cyclopropylsulfonyl)cyclopropyl)methyl)-1-Methyl-7-oxo-4,5,6,7-tetrahydro-1H-pyrazolo[3,4-c]pyridine-3-carboxylic acid C1(CC1)S(=O)(=O)C1(CC1)CN1C(C2=C(CC1)C(=NN2C)C(=O)O)=O